pent-3-en-1-yl dihydrogen phosphate P(=O)(OCCC=CC)(O)O